Cl.Cl.C1N(CCC2=CC=CC=C12)C[C@H](CN1C(C=2C=CC(=NC2CC1)OC1CCNCC1)=O)O 6-[(2R)-3-(3,4-dihydro-1H-isoquinolin-2-yl)-2-hydroxypropyl]-2-(4-piperidinyloxy)-7,8-dihydro-1,6-naphthyridin-5-one dihydrochloride